6-(Cyclopropanecarboxamido)-4-((1-ethyl-7-methoxy-1H-pyrazolo[4,3-b]pyridin-6-yl)amino)-N-(methyl-d3)nicotinamide C1(CC1)C(=O)NC1=NC=C(C(=O)NC([2H])([2H])[2H])C(=C1)NC=1C(=C2C(=NC1)C=NN2CC)OC